NC1=CC=CC(=N1)S(=O)(=O)NC(=O)C=1C(=NC(=CC1)C1=NC(=CC(=C1)C)OCCOCC)N1C(C[C@@H](C1)C)(C)C N-[(6-Amino-2-pyridyl)sulfonyl]-6-[6-(2-ethoxyethoxy)-4-methyl-2-pyridyl]-2-[(4S)-2,2,4-trimethylpyrrolidin-1-yl]pyridin-3-carboxamid